8-((4-((4-chlorophenyl)(cyclopropylmethyl)amino)cyclohexyl)(methyl)amino)-5-methyl-6-oxo-5,6-dihydro-1,5-naphthyridine-2,7-dicarbonitrile ClC1=CC=C(C=C1)N(C1CCC(CC1)N(C1=C(C(N(C=2C=CC(=NC12)C#N)C)=O)C#N)C)CC1CC1